BrC1=NN(C(C2=CC=CC=C12)=O)C1CCC(CC1)(F)F 4-bromo-2-(4,4-difluorocyclohexyl)phthalazin-1(2H)-one